3-methoxy-N-(1-methyl-4-piperidinyl)benzamide COC=1C=C(C(=O)NC2CCN(CC2)C)C=CC1